(E)-N'-(2-cyano-4-((5,5-difluoro-1,4,5,6-tetrahydropyrimidin-2-yl)amino)phenyl)-N,N-dimethylformamidine C(#N)C1=C(C=CC(=C1)NC=1NCC(CN1)(F)F)/N=C/N(C)C